N[C@H]1C2N(CC1CC2)C(=O)C2=CC1=C(N(C(=N1)C=1N(C3=CC(=CC=C3C1)C=1C(=C(C(=CC1)F)O)F)CC1CC1)C)C(=C2)OC 3-(2-{5-[(7R)-7-amino-2-azabicyclo[2.2.1]heptane-2-carbonyl]-7-methoxy-1-methyl-1H-1,3-benzodiazol-2-yl}-1-(cyclopropylmethyl)-1H-indol-6-yl)-2,6-difluorophenol